C1(=CC=CC=C1)CC(CCC)O phenylpentan-2-ol